1-[3-[4-hydroxy-5-methyl-2-(2-phenylethyl)pyrazol-3-yl]-1H-1,2,4-triazol-5-yl]-5-methyl-pyrazolo[3,4-c]pyridine-3-carboxamide OC1=C(N(N=C1C)CCC1=CC=CC=C1)C1=NNC(=N1)N1N=C(C=2C1=CN=C(C2)C)C(=O)N